C[C@H]1CN(CC[C@@H]1NC(=O)C1=CC(=CC=2N(C=NC21)CC(F)(F)F)C#CCNC=2C(OC)=CC=C(C2)C(NC)=O)C2CC1CCC(C2)O1 N-{(3S,4S)-3-methyl-1-(8-oxabicyclo[3.2.1]oct-3-yl)-4-piperidyl}-6-{3-[4-(N-methylcarbamoyl)-2-anisidino]-1-propynyl}-1-(2,2,2-trifluoroethyl)-1H-1,3-benzimidazole-4-carboxamide